oximinophenylacetamide N(O)=C(C(=O)N)C1=CC=CC=C1